sodium chloropropionate ClC(C(=O)[O-])C.[Na+]